The molecule is a trimethoxyflavone that is the 3',4',5'-tri-O-methyl ether of tricetin. It is a trimethoxyflavone, a dihydroxyflavone and a 3',5'-dimethoxyflavone. It derives from a tricetin. It is a conjugate acid of a 3',4',5'-O-trimethyltricetin(1-). COC1=CC(=CC(=C1OC)OC)C2=CC(=O)C3=C(C=C(C=C3O2)O)O